C(C=C)(=O)N1C[C@@H]2COC3=C(C(N2CC1)=O)C(=NC(=C3Cl)C3=NC(=CC(=C3C(F)(F)F)C)N)N3CCOCC3 (R)-8-propenoyl-3-(6-amino-4-methyl-3-(trifluoromethyl)pyridin-2-yl)-4-chloro-1-morpholino-6,6a,7,8,9,10-hexahydro-12H-pyrazino[2,1-c]pyrido[3,4-f][1,4]oxazepin-12-one